[Zn+2].[Si]([O-])([O-])([O-])[O-].[Mg+2].[Ca+2].ClC=1C=C(C=C(C1)Cl)C(C1=CC=CC=C1)(Cl)C(=O)N1C(=O)NC(=O)C1 3,5-dichlorophenylhydantoinformylchlorotoluene calcium magnesium silicate zinc